4-(2-Amino-2-methylpropanoyl)-N-(1-(4-((4-amino-4-methylpiperidin-1-yl)methyl)cyclohexyl)-2-oxo-1,2-dihydropyrimidin-4-yl)piperazine-1-carboxamide hydrochloride Cl.NC(C(=O)N1CCN(CC1)C(=O)NC1=NC(N(C=C1)C1CCC(CC1)CN1CCC(CC1)(C)N)=O)(C)C